6-methyl-3H-1,3-benzoxazol-2-one CC1=CC2=C(NC(O2)=O)C=C1